N(C1=CC=CC=C1)C1=NC(=NC(=N1)S)S 2-anilino-4,6-dimercapto-s-triazine